ClC=1C=C2CCN([C@H](C2=C(C1)Cl)C)C(=O)[C@@H]1OCCN(C1)C1=CN=CC=2N1C=C(N2)C(=O)NO 5-((R)-2-((S)-6,8-dichloro-1-methyl-1,2,3,4-tetrahydroisoquinoline-2-carbonyl)morpholino)-N-hydroxyimidazo[1,2-a]pyrazine-2-carboxamide